CC=1C(=CC2=C(SC=C2)C1)CCNC(OC(C)(C)C)=O Tert-butyl (2-(6-methylbenzo[b]thiophen-5-yl)ethyl)carbamate